C(=O)(O)CCCCCS 5-carboxypentanethiol